[Ir+3].N1=C(C=CC=C1)C1(N=NNN1)C(=O)[O-].N1=C(C=CC=C1)C1(N=NNN1)C(=O)[O-].N1=C(C=CC=C1)C1(N=NNN1)C(=O)[O-] (5-(pyridin-2-yl)-1H-tetrazolate) iridium(III)